ClCC(CO)N1C=C(C(=C1C1=C(C=CC=C1)C(F)(F)F)C)C(=O)NC1=CC(=C(C=C1)S(=O)(=O)C)F 1-(1-chloro-3-hydroxypropan-2-yl)-N-(3-fluoro-4-(methylsulfonyl)phenyl)-4-methyl-5-(2-(trifluoromethyl)phenyl)-1H-pyrrole-3-carboxamide